IC1=C2C(=NC=C1)N(C=N2)C(C2=CC=CC=C2)(C2=CC=CC=C2)C2=CC=CC=C2 7-iodo-3-trityl-3H-imidazo[4,5-b]pyridine